FC1(C(C(C1)C(=O)Cl)(C)C)F 3,3-difluoro-2,2-dimethyl-cyclobutanecarbonyl chloride